C(C=C)OCC(=C)C(C)C 2-((allyloxy)methyl)-3-methylbut-1-ene